FC(COC1=C(C=C(C(=N1)OC)N1C(C=CC2=CC=CC=C12)N(C)C)F)F N-[6-(2,2-difluoroethoxy)-5-fluoro-2-methoxy-3-pyridyl]-2-(dimethylamino)quinoline